C(C1=CC=CC=C1)OC=1C(=NC(=CC1)C)C1=C2N(C(=N1)C1=C(C(=CC=C1)F)O)CCC2 2-(1-(3-(Benzyloxy)-6-methylpyridin-2-yl)-6,7-dihydro-5H-pyrrolo[1,2-c]imidazol-3-yl)-6-fluorophenol